ClC=1C=C(C(=NC1)[C@@H]1OC2=C(C=CC=C2C=C1)C1CCN(CC1)CC1=NC2=C(N1C[C@H]1OCC1)C=C(C=C2)C(=O)O)C 2-((4-((R)-2-(5-chloro-3-methylpyridin-2-yl)-2H-chromen-8-yl)piperidin-1-yl)methyl)-1-(((S)-oxetan-2-yl)methyl)-1H-benzo[d]imidazole-6-carboxylic acid